COC(CC1=CC=C(C=C1)C1=NN(C(=C1C#N)N)C(C(F)(F)F)(C)C)=O.C1(=CC=CC2=CC=CC=C12)C1=CC=C(C=C1)C=1C2=CC=CC=C2C(=C2C=CC=CC12)C1=CC2=CC=CC=C2C=C1 9-(4-(naphthalen-1-yl)phenyl)-10-(naphthalen-2-yl)anthracene Methyl-2-[4-[5-amino-4-cyano-1-(1,1,1-trifluoro-2-methylpropan-2-yl)pyrazol-3-yl]phenyl]acetate